C(C1=CC=CC=C1)OC(=O)N([C@@H](CC(C)C)C(=O)O)C N-((benzyloxy)carbonyl)-N-methyl-L-leucine